2-(3-((2-methoxy-4-(methylsulfonyl)phenyl)amino)prop-1-yn-1-yl)-1-oxido-3-(thiazol-4-yl)benzo[b]thiophen COC1=C(C=CC(=C1)S(=O)(=O)C)NCC#CC1=C(C2=C(S1=O)C=CC=C2)C=2N=CSC2